3-[2-(5-methoxy-2-pyridinebenzoyl)-1,2,3,4-tetrahydroisoquinolin-5-yl]-3-(7-methoxy-1-methyl-1H-benzo[d][1,2,3]triazol-5-yl)propionic acid COC=1C=CC(=NC1)C1=CC=CC=C1C(=O)N1CC2=CC=CC(=C2CC1)C(CC(=O)O)C1=CC2=C(N(N=N2)C)C(=C1)OC